FC1=C2C=CNC2=CC=C1 4-fluoroindole